ClC1=C(C=C(C=C1)NC(=O)C1=CSC=2CN(CCC21)C(=O)C=2C=NN1C2C=NC=C1)C(F)(F)F N-(4-chloro-3-(trifluoromethyl)phenyl)-6-(pyrazolo[1,5-a]pyrazine-3-carbonyl)-4,5,6,7-tetrahydrothieno[2,3-c]pyridine-3-carboxamide